methyl 4-amino-7-(tert-butyl)-7H-pyrrolo[2,3-d]pyrimidine-5-carboxylate NC=1C2=C(N=CN1)N(C=C2C(=O)OC)C(C)(C)C